2-fluoroBenzamide FC1=C(C(=O)N)C=CC=C1